(E)-4-ureidobut-2-enoic acid methyl ester COC(\C=C\CNC(=O)N)=O